[N+](=O)([O-])C1=CC=C(C=C1)[N-]SCC1=CC(=CC(=C1)OC)OC 4-nitro-N-(3,5-dimethoxybenzyl)thiophenylamide